CN(CCCNC(C1=CC=C(C=C1)C=1C(=C2C=CC=NC2=C(C1)O)C)=O)C N-(3-(dimethylamino)propyl)-4-(8-hydroxy-5-methylquinolin-6-yl)benzamide